(S)-6-(6-amino-5-(trifluoromethyl)pyrazin-2-yl)-7-fluoro-2-(4-((6-oxo-5-(trifluoromethyl)-1,6-dihydropyridazin-4-yl)amino)hexyl)isoquinolin-1(2H)-one NC1=C(N=CC(=N1)C=1C=C2C=CN(C(C2=CC1F)=O)CCC[C@H](CC)NC=1C=NNC(C1C(F)(F)F)=O)C(F)(F)F